FC(C=1C=C(C=C(C1)C(F)F)C=1C(=NC(=NC1)NC=1C=NN(C1)C)NC=1C=C(C=CC1F)NC(C=C)=O)F N-(3-((5-(3,5-bis(difluoromethyl)phenyl)-2-((1-methyl-1H-pyrazol-4-yl)amino)pyrimidin-4-yl)amino)-4-fluorophenyl)acrylamide